ethyl 2-(4-bromo-2-fluorophenyl)-2-((6-chloro-3-nitropyridine-2-yl)oxy)acetate BrC1=CC(=C(C=C1)C(C(=O)OCC)OC1=NC(=CC=C1[N+](=O)[O-])Cl)F